O[C@]1(CC[C@@H]2[C@H]3CC[C@]4([C@H]([C@@H]3CC[C@H]21)CC[C@@H]4C(CN4N=CC(=C4)C#N)=O)C)C 1-(2-((1S,3aS,3bR,5aR,6S,8aR,8bS,10aS)-6-hydroxy-6,10a-dimethylhexadecahydrodicyclopenta[a,f]naphthalen-1-yl)-2-oxoethyl)-1H-pyrazole-4-carbonitrile